[3-(4-aminocinnolin-7-yl)-4-(4-fluoropyrazol-1-yl)phenyl]boronic acid formic acid salt C(=O)O.NC1=CN=NC2=CC(=CC=C12)C=1C=C(C=CC1N1N=CC(=C1)F)B(O)O